C(=O)(O)C(O)C(O)C(=O)O.C(C)N(C(=O)[C@H]1CN([C@@H]2CC=3C4=C(C2=C1)C=CC=C4NC3)CCC(F)(F)F)CC.C(C)N(C(=O)[C@H]3CN([C@@H]4CC=1C2=C(C4=C3)C=CC=C2NC1)CCC(F)(F)F)CC (6aR,9R)-N,N-diethyl-7-(3,3,3-trifluoropropyl)-4,6,6a,7,8,9-hexahydroindolo[4,3-fg]quinoline-9-carboxamide hemitartrate